barium hypobromite Br[O-].[Ba+2].Br[O-]